Cl.Cl.CN1C(=NC2=C1C=C(C=C2C)C2=CC=C(C=C2)N2CCNCC2)C2=CC=C(C=C2)S(=O)(=O)C 1,4-dimethyl-2-(4-(methylsulfonyl)phenyl)-6-(4-(piperazin-1-yl)phenyl)-1H-benzo[d]imidazole dihydrochloride